FC(C1=CC(=NC=C1)NC(N(C1CC2(CN(C2)C(=O)C=2C=NN3C2SC=C3)C1)C)=O)F 3-(4-(difluoromethyl)pyridin-2-yl)-1-methyl-1-(2-(pyrazolo[5,1-b]thiazole-7-carbonyl)-2-azaspiro[3.3]heptan-6-yl)urea